C1OC=2C=C(C=CC2O1)C=1N(C2=CC=CC=C2C1C(=O)N)CC1=CC=C(C=C1)C#N (3,4-methylenedioxyphenyl)-1-(4-cyanobenzyl)-1H-indole-3-carboxamide